OC=1C(C=C2[C@H](CCC3=C(C2=CC1I)C(=C(C(=C3)OC)OC)OC)NC(C)=O)=O (S)-N-(10-hydroxy-11-iodo-1,2,3-trimethoxy-9-oxo-5,6,7,9-tetrahydrobenzo[a]heptalen-7-yl)acetamide